FC1=CC=C(C=C1)C1=CC=C(C=C1)CC(=O)OC1=C(C(=C(C(=C1F)F)F)F)F perfluorophenyl 2-(4'-fluoro-[1,1'-biphenyl]-4-yl)acetate